C(C)(C)C1=NC=CC=C1C1=NC=C2NC(N(C2=N1)CC1=CC=C(C=C1)N1N=C(C=C1N1CCOCC1)C(F)(F)F)=O 2-(2-isopropylpyridin-3-yl)-9-(4-(5-morpholino-3-(trifluoromethyl)-1H-pyrazol-1-yl)benzyl)-7,9-dihydro-8H-purin-8-one